FC1=C(C(=O)N2CCCCC2)C=CC(=C1)F (2,4-difluorobenzoyl)-piperidine